trioctylmethylammonium bis(2-ethylhexyl)phosphate C(C)C(COP(=O)(OCC(CCCC)CC)[O-])CCCC.C(CCCCCCC)[N+](C)(CCCCCCCC)CCCCCCCC